4,4'-iso-propylidenediphenol C(C)(C)(C1=CC=C(C=C1)O)C1=CC=C(C=C1)O